((6-(difluoromethoxy)-2-(3'-(7-fluoro-5-(pyrrolidin-1-ylmethyl)benzo[d]oxazol-2-yl)-2,2'-dimethyl-[1,1'-biphenyl]-3-yl)benzo[d]oxazol-5-yl)methyl)-L-proline FC(OC1=CC2=C(N=C(O2)C=2C(=C(C=CC2)C2=C(C(=CC=C2)C=2OC3=C(N2)C=C(C=C3F)CN3CCCC3)C)C)C=C1CN1[C@@H](CCC1)C(=O)O)F